4-butyldecyl 5-(oxiran-2-yl)pentanoate O1C(C1)CCCCC(=O)OCCCC(CCCCCC)CCCC